3-(3-methyl-2-oxo-1H-benzimidazol-5-yl)pyrrolidine-1-carboxylic acid tert-butyl ester C(C)(C)(C)OC(=O)N1CC(CC1)C1=CC2=C(NC(N2C)=O)C=C1